2-(4-Chloro-3-fluorophenoxy)-N-[(4S)-1-[5-(4-chlorophenyl)-1,3,4-oxadiazol-2-yl]azepan-4-yl]acetamide ClC1=C(C=C(OCC(=O)N[C@@H]2CCN(CCC2)C=2OC(=NN2)C2=CC=C(C=C2)Cl)C=C1)F